N-(5-(5-(2-(hydroxymethyl)morpholino)benzo[d]oxazol-2-yl)-8-(methylamino)-2,7-naphthyridin-3-yl)cyclopropanecarboxamide OCC1OCCN(C1)C=1C=CC2=C(N=C(O2)C2=C3C=C(N=CC3=C(N=C2)NC)NC(=O)C2CC2)C1